2-(3-{3-(2,5-Dioxopyrrolidin-1-yl)-4-[7-(hydroxymethyl)-7H-pyrrolo[2,3-d]pyrimidine-4-yl]-1H-pyrazol-1-yl}-1-(isopropylsulfonyl)azetidin-3-yl)acetonitrile O=C1N(C(CC1)=O)C1=NN(C=C1C=1C2=C(N=CN1)N(C=C2)CO)C2(CN(C2)S(=O)(=O)C(C)C)CC#N